2-(4-(6-((4-chloro-6-(1H-1,2,3-triazol-1-yl)pyridin-3-yl)methoxy)-5-fluoropyridin-2-yl)-2,3,6-trifluorobenzyl)-1-(2-methoxyethyl)-1H-benzo[d]imidazole-6-carboxylic acid ClC1=C(C=NC(=C1)N1N=NC=C1)COC1=C(C=CC(=N1)C1=C(C(=C(CC2=NC3=C(N2CCOC)C=C(C=C3)C(=O)O)C(=C1)F)F)F)F